2,4,6-trifluoro-N-[6-[(1-methyl-piperidin-4-yl)carbonyl]Pyridin-2-yl]-benzamide calcium D-(+)-pantothenate C(CCNC([C@@H](O)C(C)(C)CO)=O)(=O)[O-].[Ca+2].FC1=C(C(=O)NC2=NC(=CC=C2)C(=O)C2CCN(CC2)C)C(=CC(=C1)F)F.C(CCNC([C@@H](O)C(C)(C)CO)=O)(=O)[O-]